tert-butyl 2-(1-(2-(2-methoxyphenyl)-2-(piperidin-4-yloxy) ethyl)-5-methyl-2,4-dioxo-1,4-dihydrothieno[2,3-d]pyrimidin-3(2H)-yl)-2-methylpropionate COC1=C(C=CC=C1)C(CN1C(N(C(C2=C1SC=C2C)=O)C(C(=O)OC(C)(C)C)(C)C)=O)OC2CCNCC2